6-(4-amino-1-tert-butyl-pyrazolo[3,4-d]pyrimidin-3-yl)-3-chloro-1H-indole-2-carboxylic acid NC1=C2C(=NC=N1)N(N=C2C2=CC=C1C(=C(NC1=C2)C(=O)O)Cl)C(C)(C)C